CC1=C(C=CC=C1C)N1N=C(C2=NC=C(C=C21)OC)C=2C=NN(C2)CC2=NC=CC=C2 (2,3-dimethylphenyl)-6-methoxy-3-(1-(pyridin-2-ylmethyl)-1H-pyrazol-4-yl)-1H-pyrazolo[4,3-b]pyridine